COC(C(=CC1=CC=C(C=C1)C(C)(C)C)C)=O p-tert-butyl-alpha-methyl-cinnamic acid methyl ester